(S)-1-((2S,4R,5R)-5-(2-acetamido-6,8-dioxo-7-(prop-2-yn-1-yl)-1,6,7,8-tetrahydro-9H-purin-9-yl)-4-acetoxytetrahydrofuran-2-yl)ethane-1,2-diyl diacetate C(C)(=O)O[C@@H](COC(C)=O)[C@H]1O[C@H]([C@@H](C1)OC(C)=O)N1C=2N=C(NC(C2N(C1=O)CC#C)=O)NC(C)=O